C(#N)C(NC(=O)[C@@H]1[C@H]2C([C@H]2CN1C([C@H](C(C)(C)C)NC(C(F)(F)F)=O)=O)(C)C)C1CCC2=C(N=CS2)C1 (1R,2S,5S)-N-[cyano(4,5,6,7-tetrahydro-1,3-benzothiazol-5-yl)methyl]-3-[(2S)-3,3-dimethyl-2-[(2,2,2-trifluoroacetyl)amino]butanoyl]-6,6-dimethyl-3-azabicyclo[3.1.0]hexane-2-carboxamide